(2S)-2-[[(2S)-2-(tert-Butoxycarbonylamino)-3-(4-fluorophenyl)propanoyl]amino]-4-methyl-pentanoic acid C(C)(C)(C)OC(=O)N[C@H](C(=O)N[C@H](C(=O)O)CC(C)C)CC1=CC=C(C=C1)F